(S)-4-(1-((3-(difluoro-methyl)-1-methyl-1H-pyrazol-4-yl)sulfonyl)-1-fluoro-ethyl)-N-(6-fluoro-pyridin-3-yl)piperidine FC(C1=NN(C=C1S(=O)(=O)[C@](C)(F)C1CCN(CC1)C=1C=NC(=CC1)F)C)F